COC(=O)C1(CCC1)NCC1=C(C(=C(C=C1OCC=1C=NC=CC1)O)Cl)F 1-((3-chloro-2-fluoro-4-hydroxy-6-(pyridin-3-ylmethoxy)benzyl)amino)cyclobutanecarboxylic acid methyl ester